(s)-3-amino-3-phenylpropionic acid N[C@@H](CC(=O)O)C1=CC=CC=C1